phenyl N-cyano-4-[(R)-[4,5-dichloro-2-(prop-2-en-1-yloxy)phenyl]([[(S)-2-methylpropane-2-sulfinyl]amino])methyl]piperidine-1-carboximidate C(#N)N=C(OC1=CC=CC=C1)N1CCC(CC1)[C@@H](N[S@@](=O)C(C)(C)C)C1=C(C=C(C(=C1)Cl)Cl)OCC=C